trimethylolpropane ethoxide triacrylate C(C=C)(=O)[O-].C(C=C)(=O)[O-].C(C=C)(=O)[O-].[O-]CC.C(O)C(CC)(CO)CO